3-(4-{4-[4-(3,4-Difluorobenzenesulfonyl)-piperazin-1-ylmethyl]-benzyloxy}-1-oxo-1,3-dihydro-isoindol-2-yl)-piperidine-2,6-dione FC=1C=C(C=CC1F)S(=O)(=O)N1CCN(CC1)CC1=CC=C(COC2=C3CN(C(C3=CC=C2)=O)C2C(NC(CC2)=O)=O)C=C1